[Cl-].[Mg+2].C(C)[Al+2].[Cl-].[Cl-].[Cl-] ethylaluminum magnesium chloride